(E)-3-(2-chlorovinyl)-1,2,4-thiadiazole Cl/C=C/C1=NSC=N1